3-[6-[3-(trifluoro-methoxy)phenoxy]-3-pyridyl]-1H-imidazo[4,5-b]pyridin-2-one FC(OC=1C=C(OC2=CC=C(C=N2)N2C(NC=3C2=NC=CC3)=O)C=CC1)(F)F